C[C@]12[C@H](C[C@H](CC1)C2(C)C)O (1S,2S,4S)-1,7,7-trimethylbicyclo[2.2.1]heptan-2-ol